O1C[C@H](CC1)C=1C=C2C(=CC=NC2=CC1)C(=O)O |r| rac-(R)-6-(tetrahydrofuran-3-yl)quinoline-4-carboxylic acid